FC1(OC2=C(O1)C=CC(=C2)N(C(=O)C=2C=C(C=CC2)N2N=C(C=1CCCC(C21)OC=2C=CC=NC2)C(F)(F)F)C)F 5-[[1-[3-[(2,2-Difluoro-1,3-benzodioxol-5-yl)-methyl-carbamoyl]phenyl]-3-(trifluoromethyl)-4,5,6,7-tetrahydroindazol-7-yl]oxy]pyridin